N-(3-(5-(4-chloro-3-(trifluoromethyl)phenyl)-1H-pyrazolo[3,4-b]-pyridine-3-carbonyl)-2,4-difluorophenyl)-propane-1-sulfonamide ClC1=C(C=C(C=C1)C=1C=C2C(=NC1)NN=C2C(=O)C=2C(=C(C=CC2F)NS(=O)(=O)CCC)F)C(F)(F)F